C(C)(C)N(P(OCCC#N)O[C@@H](C)CCCCP(=O)(OC)OC)C(C)C 2-cyanoethyl ((S)-6-(dimethoxyphosphoryl) hexane-2-yl) diisopropylphosphoramidite